(E)-3-propyltridec-2-enoate C(CC)\C(=C/C(=O)[O-])\CCCCCCCCCC